6-chloro-3-(3-chlorophenyl)-2-methylquinazolin-4(3H)-one ClC=1C=C2C(N(C(=NC2=CC1)C)C1=CC(=CC=C1)Cl)=O